((t-butyldimethylsilyl)oxy)methyl-6-methylenetetrahydro-1H-pyrrolizin-7a(5H)-carboxylate [Si](C)(C)(C(C)(C)C)OCOC(=O)C12CC(CN2CCC1)=C